N-(4-(5,6,7,8-tetrahydro-1,8-naphthyridin-2-yl)butyl)carboxamide N1=C(C=CC=2CCCNC12)CCCCNC=O